C(C)(C)(C)N1N=C(C(=C1C)O)C1=CC(=CC(=C1)C(C)C)C(C)C 1-(tert-Butyl)-3-(3,5-diisopropylphenyl)-5-methyl-pyrazol-4-ol